FC=1C=NC(=NC1)N1[C@H]2[C@@H](C3=C1N=NC(=C3)C3=C(C=C(C=C3C)C(F)(F)F)O)OCC2 |o1:8,9| 2-[(4bR*,7aR*)-8-(5-fluoropyrimidin-2-yl)-6,7,7a,8-tetrahydro-4bH-furo[2',3':4,5]pyrrolo[2,3-c]pyridazin-3-yl]-3-methyl-5-(trifluoromethyl)phenol